2,2-di-(hydroxymethyl)propionic acid OCC(C(=O)O)(C)CO